Methyl N-[(1R)-1-[(1S)-2-[[(1R)-1-cyano-2-(6-methyl-2-oxo-1H-quinolin-3-yl)ethyl]carbamoyl]-6,6-dimethyl-3-azabicyclo[3.1.0]hexane-3-carbonyl]-2,2-dimethyl-propyl]carbamate C(#N)[C@@H](CC=1C(NC2=CC=C(C=C2C1)C)=O)NC(=O)C1[C@@H]2C(C2CN1C(=O)[C@@H](C(C)(C)C)NC(OC)=O)(C)C